F[C@@H]1[C@@H](C1)C(=O)NC1=NN2C(C=C(C=C2)C2=C3C=NNC3=C(C(=C2C)F)SC)=C1 (1S,2S)-2-fluoro-N-(5-(6-fluoro-5-methyl-7-(methylthio)-1H-indazol-4-yl)pyrazolo[1,5-a]pyridin-2-yl)cyclopropane-1-carboxamide